(S)-4-((2-acetamidoethyl)(4-(5,6,7,8-tetrahydro-1,8-naphthyridin-2-yl)butyl)amino)-2-((5-cyanopyrimidin-2-yl)amino)butanoic acid C(C)(=O)NCCN(CC[C@@H](C(=O)O)NC1=NC=C(C=N1)C#N)CCCCC1=NC=2NCCCC2C=C1